C(#N)C1=NC2=CC(=CC(=C2N=C1N1C(CC(CC1)(F)F)C)[C@@H](C)NC1=C(C(=O)O)C=CC=C1)C 2-(((1R)-1-(2-cyano-3-(4,4-difluoro-2-methylpiperidin-1-yl)-7-methyl-quinoxalin-5-yl)ethyl)amino)benzoic acid